FC1=CC=C2C(=CNC2=C1)CC(C)N 1-(6-fluoro-1H-indol-3-yl)propane-2-amine